4-(4-((1R,5S)-3,8-diazabicyclo[3.2.1]octan-3-yl)-2-((6,7-dihydro-5H-pyrido[4,3-a]pyrrolizin-4b(9H)-yl)methoxy)-8-fluoropyrido[4,3-d]pyrimidin-7-yl)-5-ethynylnaphthalen-2-ol [C@H]12CN(C[C@H](CC1)N2)C=2C1=C(N=C(N2)OCC23CCCN3CC3=C2C=CN=C3)C(=C(N=C1)C1=CC(=CC3=CC=CC(=C13)C#C)O)F